ClC1=C(OCCN2CCOCC2)C=C(C=C1)[N+](=O)[O-] 4-(2-(2-chloro-5-nitrophenoxy)ethyl)morpholine